3-methyl-4-[(E)-2-[4-(trifluoromethyl)phenyl]vinyl]pyrrolidine hydrochloride Cl.CC1CNCC1\C=C\C1=CC=C(C=C1)C(F)(F)F